N-(hexyliminomethyl)morpholine manganese [Mn].C(CCCCC)N=CN1CCOCC1